indolemethanethiol N1C(=CC2=CC=CC=C12)CS